O1C(=CC=C1)/C=C/C(=O)NC1=CC(=CC=C1)C1=NNC(C=C1)=O (E)-3-(furan-2-yl)-N-(3-(6-oxo-1,6-dihydropyridazin-3-yl)phenyl)acrylamide